CC(C)([C@H]1CC[C@H]2[C@@H]3CC=C4CC(CC[C@]4(C)[C@H]3CC[C@]12C)O)O 20-methyl-5-pregnene-3,20-diol